[Sn].C(\C=C/C(=O)O)(=O)O maleic acid tin